potassium N-(phenylsulfonyl)benzamide C1(=CC=CC=C1)S(=O)(=O)NC(C1=CC=CC=C1)=O.[K]